(S)-1-methyl-N-(1-oxo-1-((4-(7-oxo-6,7-dihydro-1H-pyrrolo[2,3-c]pyridin-4-yl)phenyl)amino)-3,3-diphenylpropan-2-yl)-1H-pyrazole-5-carboxamide CN1N=CC=C1C(=O)N[C@H](C(NC1=CC=C(C=C1)C=1C2=C(C(NC1)=O)NC=C2)=O)C(C2=CC=CC=C2)C2=CC=CC=C2